C[C@@H]1N(C[C@H](N(C1)[C@@H](C)C=1C=C2N=C(C=NC2=CC1)C)C)C=1C=2C(N(C(N1)=O)C)=CN(N2)C2OCCCC2 7-((2S,5r)-2,5-dimethyl-4-((S)-1-(3-methylquinoxalin-6-yl)ethyl)piperazin-1-yl)-4-methyl-2-(tetrahydro-2H-pyran-2-yl)-2,4-dihydro-5H-pyrazolo[4,3-d]pyrimidin-5-one